C(C)(C)(C)OC(C(O)C)=O t-Butyllactat